2-[2-(4,4,5,5-tetramethyl-1,3,2-dioxaborolan-2-yl)ethoxy]ethoxysilane CC1(OB(OC1(C)C)CCOCCO[SiH3])C